1-Chloro-9,9-dimethyl-6-propyl-9,10-dihydroacridine ClC1=CC=CC=2NC3=CC(=CC=C3C(C12)(C)C)CCC